3-(4-chlorophenyl)-2-propynenitrile ClC1=CC=C(C=C1)C#CC#N